(1S,4S)-5-{7-bromo-6-cyclopropyl-2-[(oxan-4-yl)oxy]-8-[(1S)-1-phenylethoxy]quinazolin-4-yl}-2,5-diazabicyclo[2.2.1]heptane-2-carboxylate BrC1=C(C=C2C(=NC(=NC2=C1O[C@@H](C)C1=CC=CC=C1)OC1CCOCC1)N1[C@@H]2CN([C@H](C1)C2)C(=O)[O-])C2CC2